C(C)(C)(C)OC1C(CCC1)OC(C)(C)C 1,2-di-tert-butoxycyclopentane